O=C1NC(CCC1C1=C(C=C(C2=C1CCO2)N2CC(C2)NC(=O)NC2=C(C=CC(=C2)OC(F)(F)F)F)F)=O 1-(1-(4-(2,6-dioxopiperidin-3-yl)-5-fluoro-2,3-dihydrobenzofuran-7-yl)azetidine-3-yl)-3-(2-fluoro-5-(trifluoromethoxy)phenyl)urea